C(=O)C=1SC=2CN(CCC2N1)C(=O)OC(C)(C)C TERT-BUTYL 2-FORMYL-6,7-DIHYDROTHIAZOLO[5,4-C]PYRIDINE-5(4H)-CARBOXYLATE